C(C)C1=C(C(=CC=C1)CC)N1C(C2(CC1(C)C)CCCCC2)=[Ru-6](=C2C=C(C1=CC=CC=C21)C2=CC=CC=C2)(Cl)(Cl)=C2N(C(CC21CCCCC1)(C)C)C1=C(C=CC=C1CC)CC bis(2-(2,6-diethylphenyl)-3,3-dimethyl-2-azaspiro[4.5]decan-1-ylidene)dichloro(3-phenyl-1H-inden-1-ylidene)ruthenium(II)